N1N=C(C=C1)[N+]=1NN=CC1 pyrazolyltriazolium